3-acetyl-6-fluoro-7-(2,3,5-trifluorophenyl)thieno[3,2-b]pyridine-2-carboxylic acid methyl ester COC(=O)C1=C(C2=NC=C(C(=C2S1)C1=C(C(=CC(=C1)F)F)F)F)C(C)=O